5-chloro-1'-(2-{4-[methyl(methylimino)oxo-lambda6-sulfanyl]phenoxy}ethyl)-1,2-dihydrospiro[indole-3,4'-piperidin]-2-one ClC=1C=C2C(=CC1)NC(C21CCN(CC1)CCOC1=CC=C(C=C1)S(=O)(=NC)C)=O